[B].FC1=C(C(=CC=C1C)F)B(C1=C(C(=CC=C1F)C)F)C1=C(C(=CC=C1F)C)F tris(2,6-difluoro-3-methylphenyl)boron boron